trans-(1r,3r)-3-((5-chloro-4-(1-(2-oxo-1,2-dihydropyridin-3-yl)-1H-pyrazol-4-yl)pyrimidin-2-yl)amino)-N-methylcyclobutane-1-carboxamide ClC=1C(=NC(=NC1)N[C@@H]1C[C@H](C1)C(=O)NC)C=1C=NN(C1)C=1C(NC=CC1)=O